ClC=1C(=C(OC2=C(C(=NC=N2)OC2=C(C=CC=C2)\C(\C(=O)NC)=N/OC)F)C=CC1)C (2E)-2-(2-{[6-(3-chloro-2-methylphenoxy)-5-fluoropyrimidin-4-yl]oxy}phenyl)-2-(methoxyimino)-N-methylacetamide